N1=CC=CC(=C1)C#N pyridine-5-carbonitrile